[N+](=O)([O-])C1=CC=C(C=C1)C=1C=2N(C(=CC1)C1=CC=CC=C1)C1=C(N2)C=CC=C1 4-(p-nitrophenyl)-1-phenylbenzo[4,5]imidazo[1,2-a]pyridine